1,3-Diphenyl-2-methylimidazole C1(=CC=CC=C1)N1C(N(C=C1)C1=CC=CC=C1)C